COC[C@H]1N(CCC1)C(CC1=CC=C(C=C1)NC(=O)NCC1=CC=C(C=C1)OC)=O N-(4-{2-[(2S)-2-(methoxymethyl)pyrrolidinyl]-2-oxoethyl}phenyl){[(4-methoxyphenyl)methyl]amino}carboxamide